(8-((3-chloro-4-((2-methoxyethyl)amino)-1H-pyrrolo[2,3-b]pyridin-6-yl)amino)-2,3-dihydrobenzo[b][1,4]dioxin-5-yl)(morpholino)methanone ClC1=CNC2=NC(=CC(=C21)NCCOC)NC2=CC=C(C1=C2OCCO1)C(=O)N1CCOCC1